1-ethyl-5-ethynyl-2-methyl-1H-benzo[d]imidazole C(C)N1C(=NC2=C1C=CC(=C2)C#C)C